C(C1=CC=CC=C1)OC=1C=CC2=C(C(=C(O2)C)C(=O)NC[C@@H]2OCCC2)C1 (R)-5-(benzyloxy)-2-methyl-N-((tetrahydrofuran-2-yl)methyl)benzofuran-3-carboxamide